chloro-1-(tetrahydro-2H-pyran-4-yl)-1H-pyrrolo[2,3-b]pyridine-4-carboxylic acid methyl ester COC(=O)C=1C2=C(N=CC1)N(C(=C2)Cl)C2CCOCC2